BrC1=NN(C(=C1)NC(=O)OC(C)(C)C)C(=O)OC(C)(C)C tert-butyl 3-bromo-5-((tert-butoxycarbonyl)amino)-1H-pyrazole-1-carboxylate